[Cl-].[SH3+].C(CC)[S+](CC[C@H](N)C(=O)O)C.[Cl-] S-(n-propyl)-L-methionine Sulfonium Chloride